(R)-5-(2-(dimethylamino)ethoxy)-N-(1-(3-(1-isopropyl-1H-pyrazol-3-yl)-5-(1-methyl-1H-pyrazol-4-yl)phenyl)ethyl)-2-methylbenzamide CN(CCOC=1C=CC(=C(C(=O)N[C@H](C)C2=CC(=CC(=C2)C=2C=NN(C2)C)C2=NN(C=C2)C(C)C)C1)C)C